5-[5-Methyl-4-({5H,6H,7H,8H-pyrido[3,4-c]pyridazin-3-yloxy}methyl)-1,2-oxazol-3-yl]-2-(trifluoromethyl)pyridine-2-carboxylic acid tert-butyl ester C(C)(C)(C)OC(=O)C1(NC=C(C=C1)C1=NOC(=C1COC1=CC2=C(N=N1)CNCC2)C)C(F)(F)F